3-bromo-N-(5-chloro-4-((4-chlorophenyl)(cyano)methyl)-2-methylphenyl)-2-hydroxybenzamide BrC=1C(=C(C(=O)NC2=C(C=C(C(=C2)Cl)C(C#N)C2=CC=C(C=C2)Cl)C)C=CC1)O